Amino-3-nitrobenzene-1-sulfonamide NC1=C(C=CC=C1[N+](=O)[O-])S(=O)(=O)N